CN1C(=CC=2C1=NC(=CN2)N2CC(CCC2)COC2=CC=CC=C2)C2CCN(CC2)C(C)=O 1-(4-(5-methyl-3-(3-(phenoxymethyl)piperidin-1-yl)-5H-pyrrolo[2,3-b]pyrazin-6-yl)piperidin-1-yl)ethan-1-one